N1C(=CC=C1)C(C1=CC(OC2=CC=C(C=C12)OC)=O)C=1NC=CC1 4-[bis(1H-pyrrol-2-yl)methyl]-6-methoxychromen-2-one